4-bromo-3,3,4,4-tetrafluorobutane-1-ol BrC(C(CCO)(F)F)(F)F